tert-butyl (2R,5S)-2-(4-bromophenyl)-5-methyl-piperidine-1-carboxylate BrC1=CC=C(C=C1)[C@@H]1N(C[C@H](CC1)C)C(=O)OC(C)(C)C